Benzyl (S)-(1-(trans-4-aminocyclohexyl)propan-2-yl)carbamate p-toluenesulfonate CC1=CC=C(C=C1)S(=O)(=O)O.N[C@@H]1CC[C@H](CC1)C[C@H](C)NC(OCC1=CC=CC=C1)=O